CN(C)C1=CC(=CC=C1O)C di-methylamino-p-cresol